(R)-N-(2-chloro-4-cyanobenzyl)-5-hydroxy-2-(3-hydroxypyrrolidin-1-yl)-1,7-naphthyridine-6-carboxamide ClC1=C(CNC(=O)C=2C(=C3C=CC(=NC3=CN2)N2C[C@@H](CC2)O)O)C=CC(=C1)C#N